[N+](=O)([O-])C=1C=C2C(C(N(C2=CC1)C(C)=O)[2H])[2H] 1-(5-nitroindolin-1-yl-2,3-d2)ethan-1-one